[Li+].CC1SC=CN1C(=O)[O-] 2-methylthiazole-3-carboxylic acid, lithium salt